3-[4-amino-5-(trifluoromethyl)pyrrolo[2,1-f][1,2,4]triazin-7-yl]-N-[(3R,4S)-4-fluoro-1-(2-fluorobenzoyl)pyrrolidin-3-yl]-5-methoxybenzamide NC1=NC=NN2C1=C(C=C2C=2C=C(C(=O)N[C@@H]1CN(C[C@@H]1F)C(C1=C(C=CC=C1)F)=O)C=C(C2)OC)C(F)(F)F